titanium-gold-indium [In].[Au].[Ti]